N=1C=NN2C1C=C(C=C2)OC2=CC(=C(C=C2C)NC2=NC=NC1=CC(=C(C=C21)OC2C1CN(C(C2)C1)C(=O)OC(C)(C)C)OC)OC tert-Butyl 5-((4-((4-([1,2,4]triazolo[1,5-a]pyridin-7-yloxy)-2-methoxy-5-methylphenyl)amino)-7-methoxyquinazolin-6-yl)oxy)-2-azabicyclo[2.2.1]heptane-2-carboxylate